N1C=C(C=C1)CNC(CCCC1=CC=C(C=C1)C1=C(C=CC=C1)F)=O N-((1H-pyrrol-3-yl)methyl)-4-(2'-fluoro-[1,1'-biphenyl]-4-yl)butanamide